(5R)-5-((1H-1,2,4-triazol-1-yl)methyl)-3-(4-(3-thia-8-aza-bicyclo[3.2.1]oct-8-yl)-3-fluorophenyl)oxazolidin-2-one N1(N=CN=C1)C[C@H]1CN(C(O1)=O)C1=CC(=C(C=C1)N1C2CSCC1CC2)F